acrylic acid 1-[2-(2-acryloyloxy-5-methoxycarbonylmethoxy-2,3,3a,4,9,9a-hexahydro-1H-cyclopenta[b]naphthalen-1-yl)-ethyl]-hexyl ester C(C=C)(=O)OC1CC2C(CC3=CC=CC(=C3C2)OCC(=O)OC)C1CCC(CCCCC)OC(C=C)=O